(±)-1-methyl-4-(2,4,6-trimethoxyphenyl)piperidine-3-ol CN1CC(C(CC1)C1=C(C=C(C=C1OC)OC)OC)O